pyrazoloylpiperazinone N1N=C(C=C1)C(=O)N1C(CNCC1)=O